(S)-N,2-dimethyl-N-(2,2,2-trifluoro-1-(4-fluorophenyl)ethyl)pyrimidine-5-sulfonamide CN(S(=O)(=O)C=1C=NC(=NC1)C)[C@H](C(F)(F)F)C1=CC=C(C=C1)F